C[C@]12CC[C@](C[C@H]1C3=CC(=O)[C@@H]4[C@]5(CC[C@@H](C([C@@H]5CC[C@]4([C@@]3(CC2)C)C)(C)C)O)C)(C)C(=O)O The molecule is a pentacyclic triterpenoid that is olean-12-ene substituted by a hydroxy group at position 3, an oxo group at position 11 and a carboxy group at position 30. It has a role as an immunomodulator and a plant metabolite. It is a pentacyclic triterpenoid, a cyclic terpene ketone and a hydroxy monocarboxylic acid. It is a conjugate acid of a glycyrrhetinate. It derives from a hydride of an oleanane.